N-[4-(aminothiomethyl)-2-methyl-6-[(methylamino)carbonyl]phenyl]-3-bromo-1-(3-chloro-2-pyridinyl)-1H-pyrazole-5-carboxamide NSCC1=CC(=C(C(=C1)C(=O)NC)NC(=O)C1=CC(=NN1C1=NC=CC=C1Cl)Br)C